F[C@H]1CN(CC[C@H]1NC1=C2C=C(N(C2=CC=C1)CC(F)(F)F)C#CCNC(=O)C1CC1)C N-[3-(4-{[(3S,4R)-3-fluoro-1-methylpiperidin-4-yl]amino}-1-(2,2,2-trifluoroethyl)-1H-indol-2-yl)prop-2-yn-1-yl]cyclopropanecarboxamide